(2,6-Difluoro-3-nitrophenyl)(2-fluoroethyl)carbamic acid tert-butyl ester C(C)(C)(C)OC(N(CCF)C1=C(C(=CC=C1F)[N+](=O)[O-])F)=O